CC1=CC=C2C(C(COC2=C1)CCC#N)=O 3-(7-methyl-4-oxochroman-3-yl)propanenitrile